3-Azabicyclo[3.1.0]hex-ane C12CNCC2C1